FCC12OCC(C1)(C2)N2N=C1C=C(C(=CC1=C2)C(=O)NC=2C(N(C=CC2)[C@H]2[C@@H](C2)C)=O)OC(C)C 2-(1-(fluoromethyl)-2-oxabicyclo[2.1.1]hexan-4-yl)-6-isopropoxy-N-(1-((1R,2R)-2-methylcyclopropyl)-2-oxo-1,2-dihydropyridin-3-yl)-2H-indazole-5-carboxamide